COC1=C(CNC(=O)C2(CCOCC2)N(C(C#C)=O)C2=CC(=CC=C2)CC(F)(F)F)C=CC(=C1)OC N-(2,4-dimethoxybenzyl)-4-(N-(3-(2,2,2-trifluoroethyl)phenyl)propiolamido)tetrahydro-2H-pyran-4-carboxamide